ClC1=C(C=C(C=C1)F)C1=C(C2=C(N=C(N=C2)S(=O)(=O)C)N(C1=O)C)C#C[Si](C(C)C)(C(C)C)C(C)C 6-(2-chloro-5-fluorophenyl)-2-methanesulfonyl-8-methyl-5-[2-(triisopropylsilyl)ethynyl]pyrido[2,3-d]pyrimidin-7-one